COC1=NC=CC(=N1)C1=C(C(=O)O)C=CC=C1 2-(2-methoxypyrimidin-4-yl)benzoic acid